C(CN1C(=NC2=C1C=CC(=C2OC)C(=O)N)C2=C(C=C(C=C2C=2N=NNN2)F)F)N2C(=NC1=C2C=CC(=C1OC)C(=O)N)C1=C(C=C(C=C1C=1N=NNN1)F)F (e)-1,1'-(ethane-1,2-diyl)bis(2-(2,4-difluoro-6-(2H-tetrazol-5-yl)phenyl)-4-methoxy-1H-benzo[d]imidazole-5-carboxamide)